ClC1=CC=C(C=O)C=C1 4-chloro-benzaldehyde